C/C(=C/C(=O)NC1=CC=CC=C1)/C=C/C=C(/C=C/C1=C(C2(CC2)CCC1(C)C)C)\C (2Z,4E,6E,8E)-3,7-dimethyl-N-phenyl-9-(4,6,6-trimethylspiro[2.5]oct-4-en-5-yl)nona-2,4,6,8-tetraenamide